(5-(benzofuran-3-yl)-1H-pyrrolo[3,2-b]pyridin-2-yl)(piperidin-1-yl)methanone O1C=C(C2=C1C=CC=C2)C2=CC=C1C(=N2)C=C(N1)C(=O)N1CCCCC1